CC=1C(OC(C1)OC1=C(C=C(C=C1)C1=CC=CC=C1)[N+](=O)[O-])=O 3-Methyl-5-((3-nitro-[1,1'-biphenyl]-4-yl)oxy)furan-2(5H)-one